5a-Pregnane-3,20-dione-d6 C(C([C@]1(C(C[C@H]2[C@@H]3CC[C@H]4CC(CC[C@]4(C)[C@H]3CC[C@]12C)=O)([2H])[2H])[2H])=O)([2H])([2H])[2H]